CNC(=O)C1=C(OC2=C1C=CC=C2)C N,2-dimethylbenzofuran-3-carboxamide